CC1(C2=C(N(C=3N=CC=CC13)C1=CC=C(C=C1)N1C3=C(C(C=4C=CC=NC14)(C)C)C=CC=C3)C=CC=C2)C 1,4-bis(5,5-dimethylbenzo[b][1,8]naphthyridin-10(5H)-yl)benzene